(2-aminobenzooxazol-5-yl)-1H-pyrrole NC=1OC2=C(N1)C=C(C=C2)N2C=CC=C2